CN1C=CSOC1 5-methyl-1,2,5-oxathiazine